ClC1=C(C=CC=C1)C1=NC=2N(C(N(C(C2N1C1=CC=C(C=C1)Cl)=O)CC(=O)N)=O)CC1=CC=C(C=C1)[C@@H]1OCCOC1 2-[8-(2-chlorophenyl)-7-(4-chlorophenyl)-3-([4-[(2S)-1,4-dioxan-2-yl]phenyl]methyl)-2,6-dioxopurin-1-yl]acetamide